C(C)(C)OC(=O)[C@@H]1C[C@H](CCC1)OC=1C(=NC(=NC1)C=1C=NN(C1N)C)C (1S,3S)-3-((2-(5-amino-1-methyl-1H-pyrazol-4-yl)-4-methylpyrimidin-5-yl)oxy)cyclohexane-1-carboxylic acid isopropyl ester